C(C)S(=O)(=N)C=1C=C(C=NC1C1=NC2=C(C=NC(=C2)C(F)(F)F)N1C)OC(C#N)(C)C 2-[[5-(ethylsulfonimidoyl)-6-[3-methyl-6-(trifluoromethyl)imidazo[4,5-c]pyridin-2-yl]-3-pyridyl]oxy]-2-methyl-propanenitrile